C(CC(C)C)CC(=O)O.C(CC(C)C)CC(=O)O.N1(CCC1)C1=CC=2N(N=C1)C=C(N2)NC2=C(N=NC(=C2)Cl)C(=O)NC([2H])([2H])[2H] 4-((7-(azetidin-1-yl)imidazo[1,2-b]pyridazin-2-yl)amino)-6-chloro-N-(methyl-d3)pyridazin-3-carboxamide isoamyl-acetate (isoamylacetate)